copper-bismuth [Bi].[Cu]